C[C@@]12C=CC[C@H]1[C@@H]1CC[C@H]3CC(=O)CC[C@]3(C)[C@H]1CC2 (5α)-androstenone